C(C)(C)[C@@H]1[C@H](C[C@H](CC1)C)OC1(C=C)CC=C(C=C1)C=C 1-(((1S,2R,5S)-2-isopropyl-5-methylcyclohexyl)oxy)-4-vinylstyrene